3,4,4-trifluorobut-3-en-1-yl 2-(1H-indazol-1-yl)acetate N1(N=CC2=CC=CC=C12)CC(=O)OCCC(=C(F)F)F